5-[[2-[(2S,5R)-2-(1H-indazol-4-yl)-5-methyl-1-piperidyl]-2-oxo-acetyl]amino]-2-methoxy-pyridine-3-carboxamide N1N=CC2=C(C=CC=C12)[C@H]1N(C[C@@H](CC1)C)C(C(=O)NC=1C=C(C(=NC1)OC)C(=O)N)=O